1-(3-vinyl-2-thienyl)pent-4-en-2-one C(=C)C1=C(SC=C1)CC(CC=C)=O